C(C=C)OC(CCS(=O)(=O)O)O allyloxyhydroxypropyl-sulfonic acid